2-[6-[[[6-(3,3-dimethylbutyl)-6-azaspiro[2.5]octan-2-yl]methyl]amino]pyridazin-3-yl]-4-fluoro-benzonitrile CC(CCN1CCC2(C(C2)CNC2=CC=C(N=N2)C2=C(C#N)C=CC(=C2)F)CC1)(C)C